N-[5-(2-{5-[(3R,5R)-3-amino-5-fluoropiperidine-1-carbonyl]-7-methoxy-1-methyl-1H-1,3-benzodiazol-2-yl}-1-(cyclopropylmethyl)-1H-pyrrolo[2,3-b]pyridin-6-yl)pyridin-2-yl]acetamide N[C@H]1CN(C[C@@H](C1)F)C(=O)C1=CC2=C(N(C(=N2)C2=CC=3C(=NC(=CC3)C=3C=CC(=NC3)NC(C)=O)N2CC2CC2)C)C(=C1)OC